3-[4-(5-Chloro-2-methoxy-phenyl)-2,5-dioxo-imidazolidin-4-yl]-propionic acid ClC=1C=CC(=C(C1)C1(NC(NC1=O)=O)CCC(=O)O)OC